(E)-3-(3,5-difluoro-4-((1S,3S)-3-methyl-2-(3-(trifluoromethyl)bicyclo[1.1.1]Pent-1-yl)-2,3,4,9-tetrahydro-1H-pyrido[3,4-b]Indol-1-yl)phenyl)acrylic acid methyl ester COC(\C=C\C1=CC(=C(C(=C1)F)[C@@H]1N([C@H](CC2=C1NC1=CC=CC=C21)C)C21CC(C2)(C1)C(F)(F)F)F)=O